ClC1=NC(=C(C=2N=C(NC(C21)=O)S(=O)(=O)C)F)Cl 5,7-dichloro-8-fluoro-2-methylsulfonyl-3H-pyrido[4,3-d]pyrimidin-4-one